CN(C1CCC(CC1)NC=1N=CC=2C(N1)=C(C(N(C2)C2=CC(=C(C=C2)NS(=O)(=O)CC2=CC=C(C=C2)F)F)=O)C)C N-(4-(2-(((1r,4r)-4-(dimethylamino)cyclohexyl)amino)-8-methyl-7-oxopyrido[4,3-d]pyrimidin-6(7H)-yl)-2-fluorophenyl)-1-(4-fluorophenyl)methanesulfonamide